4-(3-Chloroanilino)-2'-[(2R)-3-{[(5S,8R)-8-hydroxy-5-methyl-5,6,7,8-tetrahydroquinolin-4-yl]oxy}-2-methylpropyl]-2',3'-dihydrospiro[cyclohexane-1,1'-indene]-4-carboxylic acid ClC=1C=C(NC2(CCC3(C(CC4=CC=CC=C34)C[C@H](COC3=CC=NC=4[C@@H](CC[C@@H](C34)C)O)C)CC2)C(=O)O)C=CC1